(5-(3-chloro-2-fluorobenzamido)-2-methylphenyl)boronic acid ClC=1C(=C(C(=O)NC=2C=CC(=C(C2)B(O)O)C)C=CC1)F